ClC1=C(C(=CC=C1Cl)O)C1CCCC=2N1C(N(N2)CC)=O (2,3-dichloro-6-hydroxyphenyl)-2-ethyl-5,6,7,8-tetrahydro-[1,2,4]triazolo[4,3-a]pyridin-3(2H)-one